1-(2,2',3,3'-tetrahydro-1H,1'H-[4,5'-biinden]-1'-yl)piperidine-4-carboxylic acid C1CCC=2C(=CC=CC12)C=1C=C2CCC(C2=CC1)N1CCC(CC1)C(=O)O